FC1(C=C1CN1C(C2=CC=CC=C2C1=O)=O)F 2-((3,3-difluorocycloprop-1-en-1-yl)methyl)isoindoline-1,3-dione